(Z)-5-((2-(4-(benzyloxy)phenyl)pyridin-4-yl)methylene)thiazolidin-2,4-dione C(C1=CC=CC=C1)OC1=CC=C(C=C1)C1=NC=CC(=C1)\C=C/1\C(NC(S1)=O)=O